3-Methyl-4-[[4-(methylamino)-1-piperidyl]methyl]-2-oxo-benzimidazol CN1C(NC2=C1C(=CC=C2)CN2CCC(CC2)NC)=O